NC1(CC=CC=C1)C1=CC=CC=C1 2-amino-2,1-biphenyl